tert-butyl 4-(2-(3-cyclopropyl-1H-pyrazol-1-yl)-6-((4,4-difluorocyclohexyl)amino)pyrimidin-4-yl)-3,6-dihydropyridine-1(2H)-carboxylate C1(CC1)C1=NN(C=C1)C1=NC(=CC(=N1)C=1CCN(CC1)C(=O)OC(C)(C)C)NC1CCC(CC1)(F)F